trans-4-((tosyloxy)methyl)cyclohexanecarboxylic acid ethyl ester C(C)OC(=O)[C@@H]1CC[C@H](CC1)COS(=O)(=O)C1=CC=C(C)C=C1